C(C)(C)(C)OC(=O)N1C(CNCC1C)C 2,6-dimethylpiperazine-1-carboxylic acid tert-butyl ester